FC1=C(SC(=C1)N1CC(NCC1)C)C(=O)NC=1N=CC=2N(C1)C=C(N2)C 3-fluoro-N-[2-methylimidazo[1,2-a]pyrazin-6-yl]-5-(3-methylpiperazin-1-yl)thiophene-2-carboxamide